[6-(benzenesulfonyl)-3,4-dihydronaphthalen-1-yl]methylamine C1(=CC=CC=C1)S(=O)(=O)C=1C=C2CCC=C(C2=CC1)CN